C(C=C)(=O)OCCCCC[Si](OCC)(C)C acryloxypentyldimethylethoxysilane